BrC1=NN2C(C=NC(=C2SCC)C=2C=NN(C2)C(C)OCC)=N1 2-bromo-6-(1-(1-ethoxyethyl)-1H-pyrazol-4-yl)-5-(ethylsulfanyl)-[1,2,4]triazolo[1,5-a]pyrazine